C1(CCCCC1)CNC(OC1=CC(=CC(=C1)C=1C=NC=C(C1)C=1OC=CN1)C)=O 3-methyl-5-(5-(oxazol-2-yl)pyridin-3-yl)phenyl (cyclohexylmethyl)carbamate